Bis(m-tolyl)silylene(cyclopentadienyl)(2,7-diphenyl-3,6-di-t-butylfluorenyl)zirconium dichloride [Cl-].[Cl-].C1(=CC(=CC=C1)[Si](=[Zr+2](C1=C(C(=CC=2C3=CC(=C(C=C3CC12)C1=CC=CC=C1)C(C)(C)C)C(C)(C)C)C1=CC=CC=C1)C1C=CC=C1)C=1C=C(C=CC1)C)C